FC1=CC=C(C=C1)N1C=C(C(C2=CC(=C(C=C12)N1CCNCC1)F)=O)CC(=O)OC methyl p-fluorophenyl-6-fluoro-1,4-dihydro-4-oxo-7-(1-piperazinyl)-3-quinolineacetate